O1CCN(CC1)CC1=CC(=CS1)B(O)O (5-(morpholinomethyl)thiophen-3-yl)boronic acid